acetic acid diethanolamine salt N(CCO)CCO.C(C)(=O)O